1-[4-[5-(1H-indazol-5-ylamino)-4H-1,2,4-triazol-3-yl]phenoxy]-N-isopropyl-methanesulfonamide N1N=CC2=CC(=CC=C12)NC=1NC(=NN1)C1=CC=C(OCS(=O)(=O)NC(C)C)C=C1